Germanium(IV) Oxide [Ge](=O)=O